C(C)(C)(C)OC(=O)N(C(O)=O)C=1N=CC2=C(C=C(C=C2C1)F)CO (tert-Butoxycarbonyl)(6-fluoro-8-(hydroxymethyl)isoquinolin-3-yl)carbamic acid